2-(4-{[2-(morpholin-4-yl)ethyl]amino}phthalazin-1-yl)-5-(trifluoromethyl)phenol N1(CCOCC1)CCNC1=NN=C(C2=CC=CC=C12)C1=C(C=C(C=C1)C(F)(F)F)O